CN(CCN(C1=C(C=C(C(=C1)OC)NC1=NC=CC(=N1)N1C(N2CCCC3=CC=CC1=C23)=O)NC(C(=C)F)=O)C)C N-(2-((2-(dimethylamino)ethyl)(methyl)amino)-4-methoxy-5-((4-(2-oxo-5,6-dihydro-4H-imidazo[4,5,1-ij]quinolin-1(2H)-yl)pyrimidin-2-yl)amino)phenyl)-2-fluoroacrylamide